OC=1C=C(C=CC1O)C=C(C(=O)O)O 3-(3,4-dihydroxyphenyl)-2-hydroxyprop-2-enoic acid